8-(1-(difluoromethyl)-1H-pyrazol-3-yl)-2,8-dimethyl-7,8-dihydro-6H-cyclopenta[e]pyrazolo[1,5-a]pyrimidine-6-carboxylic acid methyl ester COC(=O)C1CC(C2=C1C=NC=1N2N=C(C1)C)(C)C1=NN(C=C1)C(F)F